C1(CC1)N1CC(OCC1)CN1C(NC(C2=C1C=CN2)=O)=S ((4-cyclopropylmorpholin-2-yl)methyl)-2-thioxo-1,2,3,5-tetrahydro-4H-pyrrolo[3,2-d]pyrimidin-4-one